8-fluoro-3-{[2-fluoro-3-(methylaminosulfonylamino)phenyl]methyl}-7-(2-pyrimidinyloxy)-3,4-dihydro-2H-1,3-benzoxazin-2-one FC1=C(C=CC=2CN(C(OC21)=O)CC2=C(C(=CC=C2)NS(=O)(=O)NC)F)OC2=NC=CC=N2